C(#N)C=1C=CC(=NC1)COC1=CN=CC(=N1)N1CCN(CC1)CC1=NC2=C(N1C[C@H]1OCC1)C=CC=C2 (S)-2-((4-(6-((5-Cyanopyridin-2-yl)methoxy)pyrazin-2-yl)piperazin-1-yl)methyl)-1-(oxetan-2-ylmethyl)-1H-benzo[d]imidazol